4-iodo-5-methylisoxazole IC=1C=NOC1C